4-amino-1-(pyridin-3-yl)-1-butanone NCCCC(=O)C=1C=NC=CC1